CN(C(=O)C1=NC=CC(=C1)C=1OC2=C(C=C(C=C2C(C1C)=O)C)[C@@H](C)NC1=C(C(=O)O)C=CC=C1)C (R)-2-((1-(2-(2-(dimethylcarbamoyl)pyridin-4-yl)-3,6-dimethyl-4-oxo-4H-chromen-8-yl)ethyl)amino)benzoic acid